FC=1C=C(C=C(C1[Si](C)(C)C)F)NC([C@@H](C1=CC=C(C=C1)COC)NC(CCO)=O)=O N-((1R)-2-((3,5-difluoro-4-(trimethylsilyl)phenyl)amino)-1-(4-(methoxymethyl)phenyl)-2-oxoethyl)-3-hydroxypropanamide